ClC1=C2C(N(C(NC2=C(C=C1)S(=O)(=O)C1=CC(=C2C=CN(C2=C1)CC)F)=O)O)=O 5-chloro-8-((1-ethyl-4-fluoro-1H-indol-6-yl)sulfonyl)-3-hydroxyquinazoline-2,4(1H,3H)-dione